1,4-bis((4-(2-hydroxyethyl)phenyl)amino)-9,10-anthraquinone OCCC1=CC=C(C=C1)NC1=CC=C(C=2C(C3=CC=CC=C3C(C12)=O)=O)NC1=CC=C(C=C1)CCO